N[C@@H](CO)C (R)-2-Amino-n-propanol